cesium lead tin [Sn].[Pb].[Cs]